(R)-2-(4-(5-chloro-2-(1H-tetrazol-1-yl)phenyl)-5-methoxy-2-oxopyridin-1(2H)-yl)-N-(4-(dimethylphosphoryl)phenyl)-3-phenylpropionamide ClC=1C=CC(=C(C1)C1=CC(N(C=C1OC)[C@@H](C(=O)NC1=CC=C(C=C1)P(=O)(C)C)CC1=CC=CC=C1)=O)N1N=NN=C1